[Ni].[Mn].[Fe] iron-manganese-nickel